2-(3-fluoro-7-methoxy-1-methyl-9H-pyrido[3,4-b]indol-9-yl)-N,N-dimethylpropan-1-amine FC1=CC2=C(N(C3=CC(=CC=C23)OC)C(CN(C)C)C)C(=N1)C